ClC1=NC(=C(C(=O)NC2=NN=NN2C)C=C1)OCC1=NN=NN1C 6-chloro-N-(1-methyl-1H-tetrazol-5-yl)-2-((1-methyl-1H-tetrazol-5-yl)methoxy)nicotinamide